N[C@@H](CCCC=O)C(=O)O L-allysine